Cl.Cl.FC1=C2[C@H](C3(CCNCC3)CC2=CC=C1)N (3S)-4-fluoro-1,3-dihydrospiro[indene-2,4'-piperidin]-3-amine dihydrochloride